ClC1=C(C=CC=C1)[C@H]1CN(C[C@H]1C(=O)N1CCC(CC1)(C(N[C@H](C)\C=C/S(=O)(=O)C)=O)F)C(=O)OC(C)C isopropyl (3S,4S)-3-(2-chlorophenyl)-4-(4-fluoro-4-(((R,Z)-4-(methylsulfonyl)but-3-en-2-yl)carbamoyl)piperidine-1-carbonyl)pyrrolidine-1-carboxylate